FC(F)OOC methoxy difluoromethyl ether